[F].C1(=CC=CC=C1)OC1=CC=CC=C1 diphenyl ether fluorine